(S)-6-(6-methoxy-1H-benzo[d]imidazol-2-yl)-2-methyl-7-((1-(pyrimidin-2-yl)propyl)amino)-2H-pyrazolo[4,3-b]pyridin-5(4H)-one COC=1C=CC2=C(NC(=N2)C2=C(C=3C(NC2=O)=CN(N3)C)N[C@@H](CC)C3=NC=CC=N3)C1